BrC=1C=CC2=C(S(C(=C2)C)(=O)=O)C1 6-bromo-2-methylbenzo[b]thiophene 1,1-dioxide